O[C@@H](C(=O)N1[C@@H](CC(CC1)(C)C)C(=O)N[C@@H](C[C@H]1C(NCC1)=O)C(COC(F)(F)F)=O)CC(C)C (S)-1-((R)-2-hydroxy-4-methylpentanoyl)-4,4-dimethyl-N-((S)-3-oxo-1-((S)-2-oxopyrrolidin-3-yl)-4-(trifluoromethoxy)butan-2-yl)piperidine-2-carboxamide